FC(C1=NC=CC=C1OCC1[C@H]2CN(C[C@@H]12)C(=O)C1=CC=C2C=CNC2=C1)(F)F 6-[(1R,5S,6R)-6-({[2-(Trifluoromethyl)pyridin-3-yl]oxy}methyl)-3-azabicyclo[3.1.0]hexane-3-carbonyl]-1H-indole